3-ethyl-2,4-dioxo-1H-quinazoline-7-carboxylic acid C(C)N1C(NC2=CC(=CC=C2C1=O)C(=O)O)=O